S1C(=NC2=C1C=CC=C2)C2=CC=1C=C3C(CC(N(C3=CC1OC2=O)CCCC(=O)OC(C)(C)C)(C)C)C tert-Butyl 4-[3-(benzo[d]thiazol-2-yl)-6,8,8-trimethyl-2-oxo-7,8-dihydro-2H-pyrano[3,2-g]quinolin-9(6H)-yl]butanoate